N1=CC(=CC2=CC=CN=C12)C=1C=CN2N=C(N=CC21)N[C@@H]2CC[C@@H](CC2)OC(F)(F)F 5-(1,8-naphthyridin-3-yl)-N-(cis-4-(trifluoromethoxy)cyclohexyl)pyrrolo[2,1-f][1,2,4]triazin-2-amine